BrC=1C(=NC(=C(C1)OC1CCC1)C)NC1=C(C(=CC=C1C)OCC1=CC=C(C=C1)OC)C 3-Bromo-5-cyclobutoxy-N-(3-((4-methoxybenzyl)oxy)-2,6-dimethylphenyl)-6-methylpyridin-2-amine